N-(5-(2-((1S,4R)-2-azabicyclo[2.2.1]heptan-2-yl)acetamido)-2-methylpyridin-3-yl)-6-(4,5,6,7-tetrahydropyrazolo[1,5-a]pyridin-3-yl)pyrazolo[1,5-a]pyrazine-3-carboxamide [C@H]12N(C[C@H](CC1)C2)CC(=O)NC=2C=C(C(=NC2)C)NC(=O)C=2C=NN1C2C=NC(=C1)C=1C=NN2C1CCCC2